N-(3-(3'-chloro-6-methoxy-5-((((5-oxopyrrolidin-2-yl)methyl)amino)methyl)-[2,4'-bipyridin]-2'-yl)-2-methylphenyl)-4-(((2-hydroxyethyl)amino)methyl)picolinamide ClC=1C(=NC=CC1C1=NC(=C(C=C1)CNCC1NC(CC1)=O)OC)C=1C(=C(C=CC1)NC(C1=NC=CC(=C1)CNCCO)=O)C